ClC1=CC=C(CNC2=NC=3C=C(C=CC3C=3N2C=C(N3)C)C(=O)O)C=C1 5-((4-Chlorobenzyl)amino)-2-methylimidazo[1,2-c]quinazoline-8-carboxylic acid